(7-(naphthalen-2-yl)dibenzo[b,d]furan-1-yl)boronic acid C1=C(C=CC2=CC=CC=C12)C1=CC2=C(C3=C(O2)C=CC=C3B(O)O)C=C1